FC1(CCC(CC1)[C@@H](C(=O)NC1=NC=CC(=C1)C(COC)NC(CCC(F)(F)F)=O)NC(=O)C=1N(C=CN1)C)F N-((1S)-1-(4,4-difluorocyclohexyl)-2-((4-(2-methoxy-1-(4,4,4-trifluoro-butanamido)ethyl)pyridin-2-yl)amino)-2-oxoethyl)-1-methyl-1H-imidazole-2-carboxamide